BrC=1C=CC(=C(C1)C1(CC1)C(N)=NO)C 1-(5-bromo-2-methylphenyl)-N'-hydroxycyclopropane-1-carboximidamide